FC(C(=O)[O-])(F)F.FC=1C=C(CO[C@H]2C[C@H](C2)OC2=[NH+]C=C(C=C2)C2=CC(=NO2)O)C=CC1F 2-({cis-3-[(3,4-difluorobenzyl)oxy]cyclobutyl}oxy)-5-(3-hydroxy-isoxazol-5-yl)-pyridinium trifluoroacetate